({5-bromo-3-[(propan-2-yl)carbamoyl]pyridin-2-yl}thiocarbamoyl)carbamic acid ethyl ester C(C)OC(NC(NC1=NC=C(C=C1C(NC(C)C)=O)Br)=S)=O